glucodialdose-d O=C([C@H](O)[C@@H](O)[C@H](O)[C@H](O)C=O)[2H]